6-chloro-2-[3-(difluoromethyl)-5-methoxy-pyrazol-1-yl]-3-pyridyl-ethanone ClC1=CC=C(C(=N1)N1N=C(C=C1OC)C(F)F)C(C)=O